(3S,5R)-5-[[1'-(2,4-dichlorophenyl)-2-(2-ethoxyphenyl)spiro[6,8-dihydro-1,7-naphthyridine-5,4'-piperidine]-7-yl]methyl]pyrrolidin-3-ol TFA salt OC(=O)C(F)(F)F.ClC1=C(C=CC(=C1)Cl)N1CCC2(CC1)C=1C=CC(=NC1CN(C2)C[C@H]2C[C@@H](CN2)O)C2=C(C=CC=C2)OCC